O[C@@H]1C[C@H](N(C1)C([C@H](C(C)C)C1=CC(=NO1)N1CC(C1)CC1CCNCC1)=O)C(=O)N[C@@H](C)C1=CC=C(C=C1)C1=C(N=CS1)C (2S,4R)-4-hydroxy-1-[(2R)-3-methyl-2-[3-[3-(4-piperidylmethyl)azetidin-1-yl]isoxazol-5-yl]butanoyl]-N-[(1S)-1-[4-(4-methylthiazol-5-yl)phenyl]ethyl]pyrrolidine-2-carboxamide